N-(3-chloro-1H-indol-7-yl)-1-[2-(2-methoxyethoxy)ethyl]pyrazole-4-sulfonamide ClC1=CNC2=C(C=CC=C12)NS(=O)(=O)C=1C=NN(C1)CCOCCOC